N-(4-cyanophenyl)-5-[2-(cycloheptylamino)-4-methyl-thiazol-5-yl]-2-methoxy-benzenesulfonamide C(#N)C1=CC=C(C=C1)NS(=O)(=O)C1=C(C=CC(=C1)C1=C(N=C(S1)NC1CCCCCC1)C)OC